C(C1=CC=CC=C1)OC=1C2=C(N=C(N1)OC[C@]13CCCN3C[C@@H](C1)F)C(=C(N=C2)[Sn](C)(C)C)F 4-(benzyloxy)-8-fluoro-2-(((2R,7aS)-2-fluorotetrahydro-1H-pyrrolizin-7a(5H)-yl)methoxy)-7-(trimethylstannyl)pyrido[4,3-d]pyrimidine